2-[4-(benzyloxy)-1-(3-{[tert-butyl(dimethyl)silyl]oxy}propyl)-3-methyl-1H-pyrazole-5-carbonyl]-N-[(4-methoxyphenyl)methyl]hydrazine-1-carbothioamide C(C1=CC=CC=C1)OC=1C(=NN(C1C(=O)NNC(NCC1=CC=C(C=C1)OC)=S)CCCO[Si](C)(C)C(C)(C)C)C